6-bromo-N-(1,1-dioxido-2,3-dihydrothiophen-3-yl)-2-methoxynicotinamide BrC1=NC(=C(C(=O)NC2CS(C=C2)(=O)=O)C=C1)OC